6-hexylamino-1,3,5-triazine C(CCCCC)NC1=NC=NC=N1